C1=CC=CC=2C3=CC=CC=C3C(C12)COC(=O)NCC(C(=O)O)S(=O)(=O)O 3-((((9H-fluoren-9-yl)methoxy)-carbonyl)amino)-2-sulfopropanoic acid